(2R,3S)-2-(3-(5-bromo-7-fluoro-1H-benzo[d]imidazol-1-yl)propyl)piperidin-3-ol BrC1=CC2=C(N(C=N2)CCC[C@H]2NCCC[C@@H]2O)C(=C1)F